C(C)OC(C(C)C1=C(C=C(C=C1)Cl)C)=O 2-(4-Chloro-2-methyl-phenyl)-propionic ACID ETHYL ESTER